CN1C=NC2=C1C(=CC(=C2)C(=O)OC)C=2C=NC=NC2 methyl 1-methyl-7-(pyrimidin-5-yl)-1H-benzo[d]imidazole-5-carboxylate